Cl.N[C@@H]1N(COC1)O (3s,4r)-4-amino-oxazolidin-3-ol hydrochloride